C(C)(C)C1=CC=C(C=C1)NC=1C2=CC=CC=C2C(=C2C=CC=CC12)NC1=CC=C(C=C1)C(C)C N,N'-bis(4-isopropylphenyl)anthracene-9,10-diamine